6-[3-[(3,4-dimethylpyrido[4',3':4,5]thieno[2,3-c]pyridazin-8-yl)amino]azetidin-1-yl]pyridine-3-carbonitrile CC1=C(C2=C(N=N1)SC1=C2C=CN=C1NC1CN(C1)C1=CC=C(C=N1)C#N)C